2-fluoro-6-{[4-(methoxycarbonyl)benzyl]amino}-9-(tetrahydro-2H-pyran-2-yl)-9H-purine FC1=NC(=C2N=CN(C2=N1)C1OCCCC1)NCC1=CC=C(C=C1)C(=O)OC